ClC1=C(C=C(C=C1)S(=O)(=O)NC=1C(=NC=C(C1)Cl)C(C1=C(C=CC=C1OC)F)=O)C 4-chloro-N-[5-chloro-2-(2-fluoro-6-methoxy-benzoyl)-pyridin-3-yl]-3-methyl-benzenesulfonamide